NC1=NN2C(N=C(C=C2)C=2C=C3CN(C(C3=C(C2)OCC(F)(F)F)=O)[C@@H](C)C2CC2)=C1C(=O)NC1CC1 2-amino-N-cyclopropyl-5-{2-[(1S)-1-cyclopropylethyl]-1-oxo-7-(2,2,2-trifluoroethoxy)-2,3-dihydro-1H-isoindol-5-yl}pyrazolo[1,5-a]pyrimidine-3-carboxamide